C([C@H]([C@H](CO)O)O)O (2R,3S)-butan-1,2,3,4-tetraol